O=C1C=CC(=CN1)C(=O)NC1=CC(=CC=C1)C=CC1=NC=CC=C1 1,6-Dihydro-6-oxo-N-[3-[2-(2-pyridinyl)ethenyl]phenyl]-3-pyridinecarboxamide